2-aminoindole hydrochloride Cl.NC=1NC2=CC=CC=C2C1